CN1CCN(CC1)C1=CC=C(C=C1)C=1C2=C(NN1)CN(C2)C#N 3-(4-(4-Methylpiperazin-1-yl)phenyl)-4,6-dihydro-pyrrolo[3,4-c]pyrazole-5(1H)-carbonitrile